BrC=1C=C2C3(CN(C2=CC1)C(=O)C=1C=C(C=CC1)S(=O)(=O)NC(C)C1CCC1)CCC1(CC3)CC1 3-(5''-bromodispiro[cyclopropane-1,1'-cyclohexane-4',3''-indoline]-1''-carbonyl)-N-(1-cyclobutylethyl)benzenesulfonamide